4-{4-[(3-Dimethylaminopropyl)aminomethyl]phenyl}-2-{5-[(3-dimethylaminopropyl)aminomethyl]thien-2-yl}-7-phenyl-7H-pyrrolo[2,3-d]pyrimidine oxalate C(C(=O)O)(=O)O.CN(CCCNCC1=CC=C(C=C1)C=1C2=C(N=C(N1)C=1SC(=CC1)CNCCCN(C)C)N(C=C2)C2=CC=CC=C2)C